NCC=1C=C(C=CC1)C1CCN(CC1)C(\C=C\C1=C(C(=CC=C1)O)CO)=O (E)-1-(4-(3-(aminomethyl)phenyl)piperidin-1-yl)-3-(3-hydroxy-2-(hydroxymethyl)phenyl)prop-2-en-1-one